7-((1,5-Dimethyl-1H-pyrrolo[2,3-b]pyridin-6-yl)oxy)-2-azaspiro[3.5]nonan CN1C=CC=2C1=NC(=C(C2)C)OC2CCC1(CNC1)CC2